ClC=1C=C2N(C(C=3N(C2=CC1)C=CN3)=O)C=3C=C(C=CC3)C 7-Chloro-5-(m-tolyl)imidazo[1,2-a]quinoxalin-4(5H)-one